2-(2,6-difluoro-4-(2-methyl-2H-indazol-4-yl)benzyl)-2,3-dihydro-1H-imidazo[1,2-a]pyrrolo[3,4-e]pyridin-1-one FC1=C(CN2CC=3C=CC=4N(C3C2=O)C=CN4)C(=CC(=C1)C=1C4=CN(N=C4C=CC1)C)F